4-methyl-2-[[2-[1-[(4-methylphenyl)methyl]-5-oxopyrrolidin-2-yl]acetyl]amino]pentanecarboxylic acid CC(CC(CC(=O)O)NC(CC1N(C(CC1)=O)CC1=CC=C(C=C1)C)=O)C